3-[[(1R)-1-[6-Methyl-2-(2-methylthiazolo[5,4-b]pyridin-5-yl)-4-oxo-chromen-8-yl]ethyl]amino]pyridine-2-carboxylic acid CC=1C=C2C(C=C(OC2=C(C1)[C@@H](C)NC=1C(=NC=CC1)C(=O)O)C1=CC=C2C(=N1)SC(=N2)C)=O